2-(isobutoxymethyl)oxetane methyl-(2S)-2-(benzyloxycarbonylamino)-3-[(3S)-2-oxo-3-piperidyl]propanoate COC([C@H](C[C@H]1C(NCCC1)=O)NC(=O)OCC1=CC=CC=C1)=O.C(C(C)C)OCC1OCC1